NC=1C(=NC(=NC1C1=C2C=NNC2=CC=C1C)C1=C(C=CC=C1)NC(COC)=O)C(=O)N 5-amino-2-(2-(2-methoxyacetamido)phenyl)-6-(5-methyl-1H-indazol-4-yl)pyrimidine-4-carboxamide